(S)-dibenzyl (morpholin-3-ylmethyl) phosphate P(=O)(OCC1=CC=CC=C1)(OCC1=CC=CC=C1)OC[C@H]1NCCOC1